[Sn].[Ta].[Ir].[Ru].FC(C1(CC1)CO)(F)F [1-(trifluoromethyl)cyclopropyl]Methanol ruthenium iridium tantalum tin